N-cyclohexylacetamide C1(CCCCC1)NC(C)=O